ClC=1C(=C(C=CC1)N1C=NN(C1=O)CSC1=CC(=C(OCC(=O)O)C=C1)C)F 2-(4-(((4-(3-Chloro-2-fluorophenyl)-5-oxo-4,5-dihydro-1H-1,2,4-triazol-1-yl)methyl)thio)-2-methylphenoxy)-acetic acid